CC1(OC[C@@H](O1)[C@@H]([C@H](C/C=C/CO)O[Si](C(C)C)(C(C)C)C(C)C)C)C (5S,6S,E)-6-((S)-2,2-dimethyl-1,3-dioxolan-4-yl)-5-((triiso-propylsilyl)oxy)hept-2-en-1-ol